C(CCC)PC1=C(C=CC=C1)C1=C(C=C(C=C1C(C)C)C(C)C)C(C)C butylphosphino-2',4',6'-triisopropyl-1,1'-biphenyl